5-((R)-2,4-dimethylpiperazin-1-yl)-N-((R)-1-(3-(1-ethyl-1H-pyrazol-3-yl)-5-(1-methyl-1H-pyrazol-4-yl)phenyl)ethyl)-2-methylbenzamide C[C@H]1N(CCN(C1)C)C=1C=CC(=C(C(=O)N[C@H](C)C2=CC(=CC(=C2)C=2C=NN(C2)C)C2=NN(C=C2)CC)C1)C